Z-1,1,1,4,4,5,5,5-octafluoro-2-pentene FC(\C=C/C(C(F)(F)F)(F)F)(F)F